COC1=CC2=C(C3=C(COC3=O)C=C2C=C1OC)C=1C=NC(=NC1)N1[C@@H](CCC1)C(=O)O (5-(6,7-dimethoxy-3-oxo-1,3-dihydronaphtho[2,3-c]furan-4-yl)pyrimidin-2-yl)-L-proline